C(C=C)C1(CCCCC1)CN (1-allylcyclohexyl)methanamine